ClC=1C=C(C=CC1F)NC(N[C@@H](C)C1=CNC(C2=CC=CC=C12)=O)=O (S)-3-(3-chloro-4-fluorophenyl)-1-(1-(1-oxo-1,2-dihydroisoquinolin-4-yl)ethyl)urea